Ethyl (R)-7-chloro-5-(4-(difluoromethyl)-6-(3-methoxytetrahydrofuran-3-yl)pyridin-2-yl)pyrrolo[1,2-c]pyrimidine-3-carboxylate ClC1=CC(=C2N1C=NC(=C2)C(=O)OCC)C2=NC(=CC(=C2)C(F)F)[C@]2(COCC2)OC